(S)-N-(3-(4-chlorophenyl)pyrrolidin-3-yl)-6-(trifluoromethoxy)pyridine-3-sulfonamide ClC1=CC=C(C=C1)[C@@]1(CNCC1)NS(=O)(=O)C=1C=NC(=CC1)OC(F)(F)F